(4aS,8aR)-6-(chloromethyl)-7-(4-chlorophenyl)-4a-methyl-1,2,3,4,4a,5,8,8a-octahydronaphthalene ClCC=1C[C@@]2(CCCC[C@@H]2CC1C1=CC=C(C=C1)Cl)C